Natrium 9-(4-((1-(3-fluoropropyl)azetidin-3-yl)methyl)phenyl)-8-(2-methoxy-6-(trifluoromethyl)pyridin-4-yl)-6,7-dihydro-5H-benzo[7]annulen-3-carboxylat FCCCN1CC(C1)CC1=CC=C(C=C1)C1=C(CCCC2=C1C=CC(=C2)C(=O)[O-])C2=CC(=NC(=C2)C(F)(F)F)OC.[Na+]